ClC=1C=C(C(N(C1)C)=O)N1[C@H](C=2N(C(=NC2C1=O)C=1C(=NC(=NC1)OC)OC)C(C)C)C1=CC=C(C=C1)Cl (S)-5-(5-chloro-1-methyl-2-oxo-1,2-dihydropyridin-3-yl)-6-(4-chlorophenyl)-2-(2,4-dimethoxypyrimidin-5-yl)-1-isopropyl-5,6-dihydropyrrolo[3,4-d]imidazol-4(1H)-one